NC1=NC(=C(C=2N1N=C(N2)COC2=C(C#N)C=CC=C2)C2=NC=NC=C2)C2=CC(=CC=C2)C#N ((5-amino-7-(3-cyanophenyl)-8-(pyrimidin-4-yl)-[1,2,4]triazolo[1,5-c]pyrimidin-2-yl)methoxy)benzonitrile